2-(1-Ethylpyrazol-4-yl)-N-[(3S)-9-fluoro-2-oxo-5-phenyl-1,3-dihydro-1,4-benzodiazepin-3-yl]-6-(hydroxymethyl)-6,7-dihydro-5H-pyrazolo[5,1-b][1,3]oxazine-3-carboxamide C(C)N1N=CC(=C1)C1=NN2C(OCC(C2)CO)=C1C(=O)N[C@@H]1C(NC2=C(C(=N1)C1=CC=CC=C1)C=CC=C2F)=O